Indium-Cadmium [Cd].[In]